1-(2-methoxybenzyl)-5-(methyl-d3)-2-(4-(trifluoromethyl)phenyl)-1H-imidazole COC1=C(CN2C(=NC=C2C([2H])([2H])[2H])C2=CC=C(C=C2)C(F)(F)F)C=CC=C1